ClC1=C(C(=CC=C1)Cl)C(C1=CC=CC=C1)OC1=C(C(=O)NC=2C=NC=CC2)C=CC=C1 2-((2,6-dichlorophenyl)benzyloxy)-N-(pyridin-3-yl)benzamide